{3-(acryloyloxy)propyl}methyldimethoxysilane C(C=C)(=O)OCCC[Si](OC)(OC)C